1-(5-(difluoromethyl)pyridin-3-yl)-3-(2-(1-methyl-1H-imidazo[1,2-b]pyrazole-7-carbonyl)-2-azaspiro[3.3]heptan-6-yl)urea FC(C=1C=C(C=NC1)NC(=O)NC1CC2(CN(C2)C(=O)C2=C3N(N=C2)C=CN3C)C1)F